8-(pyridin-3-yl)pyrido[3,4-d]pyrimidin-4(3H)-one N1=CC(=CC=C1)C1=NC=CC2=C1N=CNC2=O